7-(7,7-difluoro-2-((2S,3R)-3-hydroxy-2-methylazetidin-1-yl)-6,7-dihydro-5H-cyclopenta[d]pyrimidin-4-yl)-2,3,4,5-tetrahydro-1H-3,5-methanobenzo[c]azepin-1-one FC1(CCC2=C1N=C(N=C2C2=CC1=C(C(NC3CC1C3)=O)C=C2)N2[C@H]([C@@H](C2)O)C)F